C(C=C)(=O)N1C[C@@H](CCC1)NC1=C(C2=C(C(=N1)NC1=C(C=C(C=C1)N1CCOCC1)F)CNC2)F (R)-6-((1-acryloyl-piperidine-3-yl)amino)-7-fluoro-4-((2-fluoro-4-morpholinophenyl)amino)-1,2-dihydro-3H-pyrrolo[3,4-c]pyridine